C(C)(C)(C)OC(=O)C1=CC(=C(C=C1)C1=CC=C(C=C1)C)O hydroxy-4'-methyl-[1,1'-biphenyl]-4-carboxylic acid tert-butyl ester